6-methyl-4,5,6,7-tetrahydrothieno[2,3-c]pyridine-2-carboxylic acid ethyl ester C(C)OC(=O)C1=CC2=C(CN(CC2)C)S1